6-fluoro-3-[(4S)-4-[[6-oxo-5-(trifluoromethyl)-1H-pyridazin-4-yl]amino]pentyl]-7-[5-(trifluoromethyl)pyrimidin-2-yl]quinazolin-4-one FC=1C=C2C(N(C=NC2=CC1C1=NC=C(C=N1)C(F)(F)F)CCC[C@H](C)NC=1C=NNC(C1C(F)(F)F)=O)=O